COC(=O)C1=CC=C(C=C1)[C@@H]1C=C(CCN1C(=O)OCC1=CC=CC=C1)C=1C=NN(C1)C1CC1 benzyl (S)-6-(4-(methoxycarbonyl) phenyl)-4-(1-cyclopropyl-1H-pyrazol-4-yl)-3,6-dihydropyridine-1(2H)-carboxylate